N-({5-[5-(difluoromethyl)-1,3,4-oxadiazol-2-yl]-1,3-thiazol-2-yl}methyl)-N-[5-(1-fluoroethyl)pyridin-3-yl]ethane-1-sulfonamide FC(C1=NN=C(O1)C1=CN=C(S1)CN(S(=O)(=O)CC)C=1C=NC=C(C1)C(C)F)F